N-(2-(piperidin-2-yl)ethyl)-5-((2-(trifluoromethyl)pyridin-3-yl)thio)-1H-imidazo[4,5-b]pyrazin-2-amine N1C(CCCC1)CCNC1=NC=2C(=NC=C(N2)SC=2C(=NC=CC2)C(F)(F)F)N1